C(C)(C)(C)OC(CN1N=CC=C1C(=O)[O-])=O 1-(2-(tert-butoxy)-2-oxoethyl)-1H-pyrazole-5-carboxylate